3-Chloro-4-((2,4-difluorophenyl)methoxy-d2)-2'-(3-(2-hydroxypropan-2-yl)-1H-pyrazol-1-yl)-5',6-dimethyl-2H-[1,4'-bipyridin]-2-one ClC=1C(N(C(=CC1OC([2H])([2H])C1=C(C=C(C=C1)F)F)C)C1=CC(=NC=C1C)N1N=C(C=C1)C(C)(C)O)=O